2,2-dimethyl-3-(2-(trifluoromethyl)phenoxy)propionic acid methyl ester COC(C(COC1=C(C=CC=C1)C(F)(F)F)(C)C)=O